(S) or (R)-5-[[1-[3-[(2,2-difluoro-1,3-benzodioxol-5-yl)-methylcarbamoyl]phenyl]-3-(trifluoromethyl)-4,5,6,7-tetrahydroindazol-7-yl]oxy]pyridine-2-carboxylic acid FC1(OC2=C(O1)C=CC(=C2)N(C(=O)C=2C=C(C=CC2)N2N=C(C=1CCC[C@@H](C21)OC=2C=CC(=NC2)C(=O)O)C(F)(F)F)C)F |o1:26|